COC(CC1=CC=CC=C1)=O Methyl-phenylacetate